1-[[2-(2,4-dichlorophenyl)-4-propyl-1,3-dioxolan-2-yl]methyl]-1H-1,2,4-triazole ClC1=C(C=CC(=C1)Cl)C1(OCC(O1)CCC)CN1N=CN=C1